NC1=NC=NC=2N(C3=C(C=C(C=C3C21)C(F)(F)F)C)CC(=O)N2[C@@H]1C[C@@H]1C[C@H]2C(=O)NC2=NC(=CC=C2)OC(F)F (1R,3S,5R)-2-(2-(4-amino-8-methyl-6-(trifluoromethyl)-9H-pyrimido[4,5-b]indol-9-yl)acetyl)-N-(6-(difluoromethoxy)pyridin-2-yl)-2-azabicyclo[3.1.0]hexane-3-carboxamide